FNCCC(=O)O fluoroβ-alanine